C(C1=CC=CC=C1)NC(CC1=NC=C(C=C1)C=1OC=CC1)=O N-benzyl-2-(5-(furan-2-yl)pyridin-2-yl)acetamide